C(CCCCC)C(C(=O)OCC(COC(C(CCCCCCCC)CCCCCC)=O)N1CCC2(CCN(C2)CCCCO[Si](C)(C)C(C)(C)C)CC1)CCCCCCCC 2-(2-(4-((tert-butyldimethylsilyl)oxy)butyl)-2,8-diazaspiro[4.5]decan-8-yl)propane-1,3-diyl bis(2-hexyldecanoate)